(R)-1-(3-Bromo-5-chloro-2-fluoropyridin-4-yl)pent-4-en-1-amine BrC=1C(=NC=C(C1[C@@H](CCC=C)N)Cl)F